(Z)-4-(4-(6-chloro-7-(2,4-difluorophenyl)quinazolin-4-yl)piperazin-1-yl)-4-oxobut-2-enenitrile ClC=1C=C2C(=NC=NC2=CC1C1=C(C=C(C=C1)F)F)N1CCN(CC1)C(\C=C/C#N)=O